5-bromo-2-[1-(difluoromethyl)propoxy]pyridine BrC=1C=CC(=NC1)OC(CC)C(F)F